ClC1=CC(=C2C(=C(C(=NC2=C1F)N1CC(C1)N(C)C)[N+](=O)[O-])NC1C2CN(C1C2)C(=O)OC(C)(C)C)C=C tert-butyl (endo)-5-((7-chloro-2-(3-(dimethylamino)azetidin-1-yl)-8-fluoro-3-nitro-5-vinylquinolin-4-yl)amino)-2-azabicyclo[2.1.1]hexane-2-carboxylate